(3R,4R)-4-methylpyrrolidin C[C@@H]1CCNC1